4-Bromo-α-methylstyrol BrC1=CC=C(C=CC)C=C1